N,N-bis(3-methoxybenzyl)-4-((2-(3-methoxybenzyloxy)ethoxy)methyl)oxazol-2-amine COC=1C=C(CN(C=2OC=C(N2)COCCOCC2=CC(=CC=C2)OC)CC2=CC(=CC=C2)OC)C=CC1